(11z,14z)-eicosa-11,14-dienoic acid C(CCCCCCCCC\C=C/C\C=C/CCCCC)(=O)O